methyl 6-(((5-(4-(2-fluoro-6-methoxyphenyl)-6-methylnicotinamido)-1,3,4-thiadiazol-2-yl)oxy)methyl)nicotinate FC1=C(C(=CC=C1)OC)C1=CC(=NC=C1C(=O)NC1=NN=C(S1)OCC1=NC=C(C(=O)OC)C=C1)C